FCC(CF)NC1=NC(N(C2=CC(=CC=C12)C(F)(F)F)C1=CC=CC=C1)=O 4-((1,3-Difluoropropan-2-yl)amino)-1-phenyl-7-(trifluoromethyl)quinazolin-2(1H)-one